S1C(=NC2=C1C=CC=C2)C([C@H](C[C@H]2C(NCC2)=O)NC(=O)[C@@H]2[C@H]1C([C@H]1CN2C(=O)C=2NC1=CC=CC(=C1C2)OC)(C)C)=O (1R,2S,5S)-N-{(2S)-1-(1,3-benzothiazol-2-yl)-1-oxo-3-[(3S)-2-oxopyrrolidin-3-yl]propan-2-yl}-3-[(4-methoxy-1H-indol-2-yl)carbonyl]-6,6-dimethyl-3-azabicyclo[3.1.0]hexane-2-carboxamide